C1(=CC=CC=C1)C1=NC(=NC=N1)C1=NC=NC=N1 phenylbis-triazine